ClC=1N=C(C2=C(N1)C(=C(N=C2)Cl)F)OCC(F)(F)F 2,7-Dichloro-8-fluoro-4-(2,2,2-trifluoroethoxy)pyrido[4,3-d]pyrimidine